(S)-1-cyano-N-(1-(2-cyano-5-(oxetan-3-yloxy)phenyl)-1H-imidazol-4-yl)pyrrolidine-3-carboxamide C(#N)N1C[C@H](CC1)C(=O)NC=1N=CN(C1)C1=C(C=CC(=C1)OC1COC1)C#N